CC(C)=C1C=CCCC1 (1-methylethylidene)cyclohexene